NC1=CC=C2C(=N1)C=CN2C(=O)OC(C)(C)C tert-Butyl 5-amino-1H-pyrrolo[3,2-b]pyridine-1-carboxylate